(3R,4R,5R)-3,4-bis(benzyloxy)-5-[(benzyloxy)methyl]-2-[4-(methylsulfanyl)imidazo[2,1-f][1,2,4]triazin-7-yl]oxolan-2-ol C(C1=CC=CC=C1)O[C@H]1C(O[C@@H]([C@H]1OCC1=CC=CC=C1)COCC1=CC=CC=C1)(O)C1=CN=C2C(=NC=NN21)SC